C(CCCCCCCCCCC)PCCCCPCCCCCCCCCCCC 1,4-bis(dodecylphosphino)butane